COC1=C(C=CC=C1)NC1=CC(=NC(=C1)C(=O)N1CCN(CC1)C1=CC=CC=C1)NC(OC(C)(C)C)=O Tert-butyl (4-((2-methoxyphenyl)amino)-6-(4-phenylpiperazine-1-carbonyl)pyridin-2-yl)carbamate